cis-acrolein C(=O)C=C